NC(C)C=1C=C(N)C=C(C1)C(F)(F)F 3-(1-aminoethyl)-5-(trifluoromethyl)aniline